N1,N3-bis(3-(9H-carbazol-9-yl-d8)phenyl)-2-bromo-5-(tert-butyl)-N1,N3-bis(3'-(tris(phenyl-d5)silyl)-[1,1'-biphenyl]-2-yl-2',4',5',6'-d4)benzene-1,3-diamine C1(=C(C(=C(C=2C3=C(C(=C(C(=C3N(C12)C=1C=C(C=CC1)N(C1=C(C(=CC(=C1)C(C)(C)C)N(C1=C(C=CC=C1)C=1C(=C(C(=C(C1[2H])[2H])[2H])[Si](C1=C(C(=C(C(=C1[2H])[2H])[2H])[2H])[2H])(C1=C(C(=C(C(=C1[2H])[2H])[2H])[2H])[2H])C1=C(C(=C(C(=C1[2H])[2H])[2H])[2H])[2H])[2H])C1=CC(=CC=C1)N1C2=C(C(=C(C(=C2C=2C(=C(C(=C(C12)[2H])[2H])[2H])[2H])[2H])[2H])[2H])[2H])Br)C1=C(C=CC=C1)C=1C(=C(C(=C(C1[2H])[2H])[2H])[Si](C1=C(C(=C(C(=C1[2H])[2H])[2H])[2H])[2H])(C1=C(C(=C(C(=C1[2H])[2H])[2H])[2H])[2H])C1=C(C(=C(C(=C1[2H])[2H])[2H])[2H])[2H])[2H])[2H])[2H])[2H])[2H])[2H])[2H])[2H])[2H]